C=C1C(N=CC=C1)NC(=O)C1=CC2=CC=C(C=C2C=C1)C(=O)NC1N=CC=CC1=C N,N'-bis(3-methylenepyridyl)naphthalene-2,6-dicarboxamide